rac-(2R,3S,4S,5S)-4-[[3-(3,4-difluoro-2-methoxy-phenyl)-4,5-dimethyl-tetrahydrofuran-2-carbonyl]amino]pyridine-2-carboxamide FC=1C(=C(C=CC1F)[C@H]1[C@@H](O[C@H]([C@H]1C)C)C(=O)NC1=CC(=NC=C1)C(=O)N)OC |r|